ethyl 2-(4-(2,6-diazaspiro[3.3]heptan-2-yl)-1H-1,2,3-triazol-1-yl)-3-methylbutanoate C1N(CC12CNC2)C=2N=NN(C2)C(C(=O)OCC)C(C)C